(7-Fluoroquinolin-8-yl)-6-isopentylpyridin-2-amine FC1=CC=C2C=CC=NC2=C1C=1C(=NC(=CC1)CCC(C)C)N